4-(6-(4-acrylamidophenyl)-4-aminopyrazolo[5,1-f][1,2,4]triazin-5-yl)-N-(1-cyanocyclopropyl)-2-methoxybenzamide C(C=C)(=O)NC1=CC=C(C=C1)C1=NN2N=CN=C(C2=C1C1=CC(=C(C(=O)NC2(CC2)C#N)C=C1)OC)N